6-(1-cyclopropyl-4-(4-fluorophenyl)-1H-imidazol-5-yl)imidazo[1,2-a]pyridine-3-carbonitrile C1(CC1)N1C=NC(=C1C=1C=CC=2N(C1)C(=CN2)C#N)C2=CC=C(C=C2)F